C(C)(=O)N[C@H](C=O)[C@H](O)[C@H](O)[C@@H](O)C 2-acetamido-2-deoxy-fucose